ClC1=CC(=C(C=C1)NC(OC1CCC1)=O)C(N[C@H](C(C(=O)NC1CC1)=O)C[C@H]1C(NCC1)=O)=O cyclobutyl N-[4-chloro-2-[[(1S)-3-(cyclopropylamino)-2,3-dioxo-1-[[(3S)-2-oxopyrrolidin-3-yl]methyl]propyl]carbamoyl] phenyl]carbamate